FC=1C=C(C=C(C1F)F)CCCC(=O)O 4-(3,4,5-Trifluorophenyl)butanoic acid